OC1=CC(=C(C=2CCCCC12)C(=O)OC1=C(C(=C(C(=C1C)C)C(=O)OCOC)C)C)C 4-((methoxymethoxy)carbonyl)-2,3,5,6-tetramethylphenyl 4-hydroxy-2-methyl-5,6,7,8-tetrahydronaphthalene-1-carboxylate